6-chloro-1-{[2-(trimethylsilyl)ethoxy]methyl}-1,3-dihydro-2H-pyrrolo[3,2-c]pyridin-2-one ClC1=CC2=C(C=N1)CC(N2COCC[Si](C)(C)C)=O